2-phenyl-5-(m-tolyl)furan C1(=CC=CC=C1)C=1OC(=CC1)C=1C=C(C=CC1)C